((3aR,6aS)-5-(4,6-dimethylpyrimidin-2-yl)hexahydropyrrolo[3,4-c]pyrrol-2(1H)-yl)(2-(3-(trifluoromethyl)pyridin-2-yl)indolizin-1-yl)methanone CC1=NC(=NC(=C1)C)N1C[C@@H]2[C@H](C1)CN(C2)C(=O)C=2C(=CN1C=CC=CC21)C2=NC=CC=C2C(F)(F)F